FC1=C(C(=CC(=C1)OC1CN(C1)CCCF)F)[C@H]1N([C@@H](CC2=C1NC1=CC=CC=C21)C)C(=O)C2(CCC2)F [(1R,3R)-1-[2,6-difluoro-4-[1-(3-fluoropropyl)azetidin-3-yl]oxy-phenyl]-3-methyl-1,3,4,9-tetrahydropyrido[3,4-b]indol-2-yl]-(1-fluorocyclobutyl)methanone